(4'H,6'H-spiro[cyclopropane-1,7'-thieno[3,2-c]pyran]-4'-yl)methylamine S1C=CC=2C(OCC3(C21)CC3)CN